tert-butyl 4-fluoro-2-(methoxymethyl)indoline-1-carboxylate FC1=C2CC(N(C2=CC=C1)C(=O)OC(C)(C)C)COC